2-(1-(cyclopropylmethyl)-1H-indol-2-yl)-3,4-dihydro-5-oxa-1,2a-diazaAcenaphthene-7-carboxylic acid C1(CC1)CN1C(=CC2=CC=CC=C12)C1NC=2C=C(C=C3OCCN1C23)C(=O)O